ClC=1N=C(C2=C(N1)CN(CC2)C=2C=NC=C(C2C(F)(F)F)F)N2C[C@@H](N(CC2)C(=O)OCC2=CC=CC=C2)CC#N benzyl (S)-4-(2-chloro-7-(5-fluoro-4-(trifluoromethyl)pyridin-3-yl)-5,6,7,8-tetrahydropyrido[3,4-d]pyrimidin-4-yl)-2-(cyanomethyl)piperazine-1-carboxylate